S1C=NC2=C1C=CC(=C2)C=2N(CC1=CC(=CC=C1C2)F)C=O 3-(benzo[d]thiazol-5-yl)-7-fluoroisoquinoline-2(1H)-carbaldehyde